2,3-Dimethoxy-12-(3-(pyrrolidin-1-yl)propyl)-12,13-dihydro-[1,3]dioxolo[4',5':4,5]benzo[1,2-c]phenanthridine COC=1C=C2CN(C=3C4=C(C=CC3C2=CC1OC)C=C1C(=C4)OCO1)CCCN1CCCC1